BrC=1C=C(C=CC1)N1C=2C=CC=CC2C(C2=CC=CC=C12)(C1=CC=CC=C1)C1=CC=CC=C1 10-(3-bromophenyl)-9,9-diphenyl-9,10-dihydroacridine